tert-butyl 4-[(methylsulfonyl) oxy]Piperidine-1-carboxylate CS(=O)(=O)OC1CCN(CC1)C(=O)OC(C)(C)C